3-morpholinobicyclo[1.1.1]pentan-1-amine dihydrochloride Cl.Cl.O1CCN(CC1)C12CC(C1)(C2)N